[4-bromo-1-(2-methoxyethyl)pyrazol-3-yl]methoxy-tert-butyl-dimethyl-silane BrC=1C(=NN(C1)CCOC)CO[Si](C)(C)C(C)(C)C